Ethyl 2-(4-((4,4-dimethyl-2,5-dioxo-3-(4-(trifluoromethoxy) phenyl) imidazolin-1-yl) methyl)-2,6-dimethylphenoxy)-2-methylpropionate CC1(N(C(N(C1=O)CC1=CC(=C(OC(C(=O)OCC)(C)C)C(=C1)C)C)=O)C1=CC=C(C=C1)OC(F)(F)F)C